tert-butyl (2E)-4-[(2S)-2-[(1-methanesulfonylpyrrol-3-yl)formamido]-2-[(4-phenyl-1,3-thiazol-2-yl)carbamoyl]ethoxy]but-2-enoate CS(=O)(=O)N1C=C(C=C1)C(=O)N[C@@H](COC/C=C/C(=O)OC(C)(C)C)C(NC=1SC=C(N1)C1=CC=CC=C1)=O